C(C)N(C(=O)C1=C(C=CC(=C1)F)C=1C=2N(C=C(C1)C1CN(C1)C(=O)OC(C)(C)C)C(=NC2F)C)C(C)C Tert-butyl 3-(8-{2-[ethyl(isopropyl)carbamoyl]-4-fluorophenyl}-1-fluoro-3-methylimidazo[1,5-a]pyridin-6-yl)azetidine-1-carboxylate